2-(phenylazo)-3-pyridinol C1(=CC=CC=C1)N=NC1=NC=CC=C1O